FC1=CC(=C(C=C1[N+](=O)[O-])NC1=NC=C(C(=N1)N1C(C(C2=NC(=CC=C21)C)(C)C)([2H])[2H])C(=O)OC(C)C)OC isopropyl 2-((4-fluoro-2-methoxy-5-nitro phenyl)amino)-4-(3,3,5-trimethyl-2,3-dihydro-1H-pyrrolo[3,2-b]pyridin-1-yl-2,2-d2)pyrimidine-5-carboxylate